N1(CCC1)C1=C(C(=CC=C1)N)N 3-(azetidin-1-yl)benzene-1,2-diamine